BrC1=CC(=NC=C1)C=NNC(=O)N 2-((4-bromopyridin-2-yl)methylene)hydrazine-1-carboxamide